(4R)-2-(1-carbamoylcyclobutyl)-4-methyl-N-[5-(2,2,2-trifluoroethyl)-3-pyridyl]-3,4-dihydro-1H-isoquinoline-7-carboxamide C(N)(=O)C1(CCC1)N1CC2=CC(=CC=C2[C@H](C1)C)C(=O)NC=1C=NC=C(C1)CC(F)(F)F